1-(naphthalen-1-yl)cyclobutanamine C1(=CC=CC2=CC=CC=C12)C1(CCC1)N